hydroxyisobutyryl-benzene OC1=C(C=CC=C1)C(C(C)C)=O